N1(CCOCC1)CCNC(=O)NC1=CC=C(C=C1)Cl 1-[2-(4-morpholinyl)ethyl]-3-(4-chlorophenyl)urea